C(CCC)OC1=C(C=C(C=C1)/C=C/C(=O)N=C=S)OC (E)-3-(4-butoxy-3-methoxyphenyl)acryloyl isothiocyanate